S1C(=NC2=C1C=CC=C2)NC(C2=C(C=CC1=CC=CC=C21)O)C2=CN=C1N2C=C(C=C1)Br 1-((benzo[d]thiazol-2-ylamino)(6-bromoimidazo[1,2-a]pyridin-3-yl)methyl)naphthalen-2-ol